FC(OC1=CC=C(C=N1)C(=O)N[C@@H](CCCCCC(=O)C=1OC=CN1)C=1NC(=CN1)C=1C(=NC2=CC=CC=C2C1)OC)F 6-(difluoromethoxy)-N-[(1S)-1-[5-(2-methoxyquinolin-3-yl)-1H-imidazol-2-yl]-7-(1,3-oxazol-2-yl)-7-oxoheptyl]pyridine-3-carboxamide